C=1(C(=CC=CC1)O)O benzendiol